FC1(CCN(CC1)C1=NC(=CC(=N1)C1=NN=C(O1)C1=C(C=C(C=C1)NS(=O)(=O)CCO)N1CCC2(CC2)CC1)OC)F N-(4-(5-(2-(4,4-difluoropiperidin-1-yl)-6-methoxypyrimidin-4-yl)-1,3,4-oxadiazol-2-yl)-3-(6-azaspiro[2.5]octan-6-yl)phenyl)-2-hydroxyethane-1-sulfonamide